C[C@]1(C[C@@H]2C(CCCC2=C[C@H]1C)(C)C)C(C)=O |r| [(2RS,3RS,8aRS)-2,3,8,8-tetramethyl-1,2,3,5,6,7,8,8a-octahydro-2-naphthalenyl]ethanone